(2R)-1-[(4aR,8aS)-decahydroquinolin-1-yl]-2-{cyclopropyl[(2,4-dimethoxyphenyl)methyl]amino}-4-hydroxybutan-1-one N1(CCC[C@H]2CCCC[C@H]12)C([C@@H](CCO)N(CC1=C(C=C(C=C1)OC)OC)C1CC1)=O